3-(9-ethyl-2-(3-methoxy-4-phenyl-1H-pyrazol-1-yl)-6-morpholino-9H-purin-8-yl)propanoic acid C(C)N1C2=NC(=NC(=C2N=C1CCC(=O)O)N1CCOCC1)N1N=C(C(=C1)C1=CC=CC=C1)OC